2-((tert-Butoxycarbonyl)amino)-3-(pyridin-3-yl)propanoic acid methyl ester COC(C(CC=1C=NC=CC1)NC(=O)OC(C)(C)C)=O